(2R)-2-(1,3-oxazol-5-yl)pyrrolidine-1-carboxylic acid tert-butyl ester C(C)(C)(C)OC(=O)N1[C@H](CCC1)C1=CN=CO1